N-(tert-butyl)-5-isobutyl-3-(4-((4-methyl-5,7-dioxo-4,6-diazaspiro[2.4]heptane-6-yl)methyl)phenyl)thiophene-2-sulfonamide C(C)(C)(C)NS(=O)(=O)C=1SC(=CC1C1=CC=C(C=C1)CN1C(N(C2(CC2)C1=O)C)=O)CC(C)C